((2S,5S)-9-((2-methoxyphenyl)ethynyl)-2,3-dihydro-2,5-methanopyrido[3,4-f][1,4]oxazepin-4(5H)-yl)(4-(trifluoromethyl)bicyclo[2.2.1]heptan-1-yl)methanone COC1=C(C=CC=C1)C#CC1=CN=CC=2[C@H]3N(C[C@@H](OC21)C3)C(=O)C32CCC(CC3)(C2)C(F)(F)F